N-(3-imidazol-1-ylpropyl)-2,3-dioxo-quinoxaline-6-carboxamide N1(C=NC=C1)CCCNC(=O)C1=CC2=NC(C(N=C2C=C1)=O)=O